2,6-Diethoxyisonicotinic acid C(C)OC=1C=C(C(=O)O)C=C(N1)OCC